N=1ON=C2C1C=CC(=C2)C=CC2=CC=C(C(=O)NC=1C=C(N(C1)C)C(=O)NC1=CN(C(=C1)C(NCC\C(\N1CCCCC1)=N/[H])=O)C)C=C2 (E)-4-(4-(2-(benzo[c][1,2,5]oxadiazol-5-yl)vinyl)benzamido)-N-(5-((3-imino-3-(piperidin-1-yl)propyl)carbamoyl)-1-methyl-1H-pyrrol-3-yl)-1-methyl-1H-pyrrole-2-carboxamide